rac-(2s,4r)-4-hydroxy-2-(methylcarbamoyl)pyrrolidine-1-carboxylic acid tert-butyl ester C(C)(C)(C)OC(=O)N1[C@@H](C[C@H](C1)O)C(NC)=O |r|